piperidine-1,3-dicarboxylic acid 1-tert-butyl ester C(C)(C)(C)OC(=O)N1CC(CCC1)C(=O)O